FC1=C(CN2N=C(C=C2)C2=CC=CC(=N2)C(C(C)(S(=O)(=O)N)C)(C)O)C=C(C=C1)OC(F)(F)F 3-(6-(1-(2-fluoro-5-(trifluoromethoxy)benzyl)-1H-pyrazol-3-yl)pyridin-2-yl)-3-hydroxy-2-methylbutane-2-sulfonamide